C(C)(C)(C)OC(=O)N1C[C@H](NCC1)C#N (S)-3-cyanopiperazine-1-carboxylic acid tert-butyl ester